ClC=1N=CNC=2C1N=CC2 4-chloro-pyrrolo-pyrimidine